potassium 4-hydroxydecanoate OC(CCC(=O)[O-])CCCCCC.[K+]